phosphomanganite oxide P(=O)(=O)[Mn](=O)([O-])([O-])=O